1-(4-(3-hydroxypyrrolidin-1-yl)indolin-1-yl)-2-((2-methyl-5-(3-methyl-1,2,4-thiadiazol-5-yl)phenyl)amino)ethan-1-one OC1CN(CC1)C1=C2CCN(C2=CC=C1)C(CNC1=C(C=CC(=C1)C1=NC(=NS1)C)C)=O